CN1C(=NC2=C1C=CC=C2)C=2C=C(C=CC2)C=2C(=CC=C(C2)C2=CC(=CC=C2)C2=NC1=C(N2C)C=CC=C1)C1=CC=CC=C1 3-(1-methyl-1H-benzo[d]imidazol-2-yl)-5'-(3-(1-methyl-1H-benzo[d]imidazol-2-yl)phenyl)-[1,1':2',1''-terphenyl]